1-[2-chloro-4-(trifluoromethyl)phenyl]-4-{2'-ethoxy-3-fluoro-[2,3'-bipyridin]-5-yl}-N-[2-(methylamino)ethyl]piperidine-4-carboxamide ClC1=C(C=CC(=C1)C(F)(F)F)N1CCC(CC1)(C(=O)NCCNC)C=1C=C(C(=NC1)C=1C(=NC=CC1)OCC)F